CC=1NC2=CC=C(C=C2C1)S(=O)(=O)N1C=C(C=C1)C(=O)OC methyl 1-((2-methyl-1H-indol-5-yl)sulfonyl)-1H-pyrrole-3-carboxylate